(2S,3S)-3-(4,4-diethyl-2-imino-6-oxo-hexahydropyrimidin-1-yl)-N-[(3S,4R)-3-hydroxy-3-methyl-chroman-4-yl]-2-(methoxymethyl)-2-methyl-3H-benzofuran-5-carboxamide C(C)C1(NC(N(C(C1)=O)[C@@H]1[C@@](OC2=C1C=C(C=C2)C(=O)N[C@H]2[C@](COC1=CC=CC=C21)(C)O)(C)COC)=N)CC